Cl.C1N(CC12CCNCC2)C2=NC=NC1=CC=C(C=C21)CC(F)(F)F 4-(2,7-diazaspiro[3.5]non-2-yl)-6-(2,2,2-trifluoroethyl)quinazoline hydrochloride